2-methyl-1-undecanol CC(CO)CCCCCCCCC